2-amino-3-(p-sulfonylphenyl)-5-(p-chlorophenyl)benzamide NC1=C(C(=O)N)C=C(C=C1C1=CCC(C=C1)=S(=O)=O)C1=CC=C(C=C1)Cl